N-(2-hydroxyphenyl)malonamic acid OC1=C(C=CC=C1)NC(CC(=O)O)=O